5-Chloro-N2-[3-[2-(dimethylamino)ethyl]phenyl]-N4-(2-dimethylphosphonoanilino)pyrimidine-2,4-diamine ClC=1C(=NC(=NC1)NC1=CC(=CC=C1)CCN(C)C)NNC1=C(C=CC=C1)P(=O)(OC)OC